2-((tert-butyldimethylsilyloxy)ethyl)-4-methylbenzenesulfonamide [Si](C)(C)(C(C)(C)C)OCCC1=C(C=CC(=C1)C)S(=O)(=O)N